ClC1=C(C=C(C=C1)F)C1N(C(C2=C3C=CC=NC3=CC(=C21)NC(C2=CC(=CC(=C2)F)C(F)(F)F)=O)=O)CC2=CC=C(C=C2)OC N-[3-(2-chloro-5-fluorophenyl)-2-[(4-methoxyphenyl)methyl]-1-oxo-2,3-dihydro-1H-pyrrolo[4,3-f]quinolin-4-yl]-5-fluoro-3-(trifluoromethyl)benzamide